ClC1=CC(=C(CC=2N(C=CN2)C(=O)N)C=C1C)F (4-chloro-2-fluoro-5-methylbenzyl)-1H-imidazole-1-carboxamide